5-[(1,3-dioxo-2-{[(oxolan-2-yl)methyl]carbamoyl}-2,3-dihydro-1H-inden-5-yl)sulfonyl]-1,3-dioxo-N-[(oxolan-2-yl)methyl]-2,3-dihydro-1H-indene-2-carboxamide O=C1C(C(C2=CC(=CC=C12)S(=O)(=O)C=1C=C2C(C(C(C2=CC1)=O)C(=O)NCC1OCCC1)=O)=O)C(NCC1OCCC1)=O